NC=1C(=C(C=C2C=C(N=CC12)NC(OC1COCC1F)=O)C1=C(C2=C(OCCN2)N=C1)C)F 4-Fluorotetrahydrofuran-3-yl (8-amino-7-fluoro-6-(8-methyl-2,3-dihydro-1H-pyrido[2,3-b][1,4]oxazin-7-yl)isoquinolin-3-yl)carbamate